BrC1=C(C(=CC=C1)C(F)(F)F)C 1-bromo-2-methyl-3-(trifluoromethyl)benzene